N-ethyl-2,4-dihydroxy-5-isopropyl-N-(7-methyl-7H-pyrrolo[2,3-d]pyrimidin-4-yl)benzamide C(C)N(C(C1=C(C=C(C(=C1)C(C)C)O)O)=O)C=1C2=C(N=CN1)N(C=C2)C